C1(=CC=CC=C1)[Si](C1=CC=CC=C1)(C1=CC=CC=C1)C(=O)C methyl (triphenylsilyl) ketone